FC(OC1=C(C=CC=C1)C(C)NC(=O)C1=CC=C2C=NNC2=C1)(F)F N-(1-(2-(trifluoromethoxy)phenyl)ethyl)-1H-indazole-6-carboxamide